C(C)(C)(C)OC(=O)N1[C@H](CN([C@@H](C1)C)C(C(C(=O)OCC)(F)F)C1=CC=C(C=C1)F)C (2s,5r)-4-(3-ethoxy-2,2-difluoro-1-(4-fluorophenyl)-3-oxopropyl)-2,5-dimethylpiperazine-1-carboxylic acid tert-butyl ester